6-hexyl-4-(pyridin-3-yl)quinolin C(CCCCC)C=1C=C2C(=CC=NC2=CC1)C=1C=NC=CC1